pentyl ((2S)-1-((1-hydroxy-2-methyl-3-(2-oxopyrrolidin-3-yl)propan-2-yl) amino)-4-methyl-1-oxopentan-2-yl)carbamate OCC(CC1C(NCC1)=O)(C)NC([C@H](CC(C)C)NC(OCCCCC)=O)=O